N,N'-diphenyl-N,N'-bis(1-naphthyl)(1,1'-biphenyl)-4,4'-diamine C1(=CC=CC=C1)N(C1=CC=C(C=C1)C1=CC=C(C=C1)N(C1=CC=CC2=CC=CC=C12)C1=CC=CC=C1)C1=CC=CC2=CC=CC=C12